C(C)OC(CC1CN(C=C(C1)C1=CC(=CC=C1)Cl)CC1=CC=C(C=C1)C(F)(F)F)=O 2-(5-(3-chlorophenyl)-1-(4-(trifluoromethyl)benzyl)-1,2,3,4-tetrahydropyridin-3-yl)acetic acid ethyl ester